(S)-1-(3-(difluoromethoxy)phenyl)ethanamine FC(OC=1C=C(C=CC1)[C@H](C)N)F